N1(CCC1)C1=C(C=C(N)C=C1)CS(=O)(=O)C 4-(azetidin-1-yl)-3-(methylsulfonylmethyl)aniline